ClC=1C=C(C=CC1F)C1(OC(=C(C1=O)OC(C)=O)N)C 2-(3-chloro-4-fluorophenyl)-2-methyl-4-acetoxy-5-amino-3(2H)-furanone